(S)-2-hydroxy-N-(4-nitrophenethyl)propionamide O[C@H](C(=O)NCCC1=CC=C(C=C1)[N+](=O)[O-])C